dihydrospiro[cyclopenta[c]pyridine-6,3'-pyrrolo[2,3-b]pyridin] N1CC2(C=3C1=NC=CC3)C=C3C(C=NC=C3)=C2